C(\C=C\C1=CC(OC)=C(O)C(OC)=C1)O sinapylalcohol